ClC1=NC(=C(C(=C1C#N)C1CC1)C#N)N1CC(NC(C1)C)C 2-chloro-4-cyclopropyl-6-(3,5-dimethylpiperazin-1-yl)pyridine-3,5-dicarbonitrile